hexacosyl n-decanoate C(CCCCCCCCC)(=O)OCCCCCCCCCCCCCCCCCCCCCCCCCC